C(C#CC(=O)[O-])(=O)[O-] butyn-1,4-dioate